FC1=CC2=C(N=C(N=C2)SC)N(C1=O)C 6-fluoro-8-methyl-2-(methylthio)pyrido[2,3-d]pyrimidin-7(8H)-one